N'-(5-bromo-6-((isopropyl(3-methoxyphenyl)(oxo)-λ6-sulfaneylidene)amino)-2-methylpyridin-3-yl)-N-ethyl-N-methylformimidamide BrC=1C=C(C(=NC1N=S(=O)(C1=CC(=CC=C1)OC)C(C)C)C)N=CN(C)CC